N1-((1R,3r,5S,6r)-3-(6-chloro-1H-indazol-4-yl)-3-hydroxybicyclo[3.1.0]hexan-6-yl)isophthalamide ClC1=CC(=C2C=NNC2=C1)C1(C[C@H]2C([C@H]2C1)NC(C1=CC(C(=O)N)=CC=C1)=O)O